CC1=CC=C(C=C1)S(=O)(=O)OCOCCOCCOCCOCCOCCOCC 2,5,8,11,14,17-hexaoxanonadec-1-yl 4-methylbenzenesulfonate